C(OC[C@]1(O[C@H]([C@@H]([C@@H]1O)O)C1=CC=C2C(=NC=NN21)N)C#N)(OC(CC)CC)=O ((2R,3S,4R,5S)-5-(4-aminopyrrolo[2,1-f][1,2,4]triazin-7-yl)-2-cyano-3,4-dihydroxytetrahydrofuran-2-yl)methyl pentan-3-yl carbonate